P([O-])([O-])F fluorophosphorite